monobutyl phosphate P(=O)(OCCCC)([O-])[O-]